[2-[[8-(7-azabicyclo[2.2.1]heptan-7-yl)-6-(oxetan-3-yl)pyrido[3,4-d]pyrimidin-2-yl]amino]-7,8-dihydro-5H-1,6-naphthyridin-6-yl]-[(2S)-1-methylazetidin-2-yl]methanone C12CCC(CC1)N2C2=NC(=CC1=C2N=C(N=C1)NC1=NC=2CCN(CC2C=C1)C(=O)[C@H]1N(CC1)C)C1COC1